pyridoxine hydrochloride HCl Cl.Cl.N1=C(C)C(O)=C(CO)C(CO)=C1